O1C2=C(OCC1)C=C(C=C2)C(CCN2CC1=CC=C(C=C1C2)C2=CC=NC=C2)=O 1-(2,3-dihydrobenzo[b][1,4]dioxin-6-yl)-3-(5-(pyridin-4-yl)isoindolin-2-yl)propan-1-one